(R,S)-3-methoxy-4-(((8-methyl-4-oxochroman-7-yl)oxy)(pyridin-4-yl)methyl)benzamide COC=1C=C(C(=O)N)C=CC1[C@@H](C1=CC=NC=C1)OC1=CC=C2C(CCOC2=C1C)=O